C(CCCCCCCCCCCCCCC)N 1-hexadecyl-amine